NC=1C(=NC=CC1Cl)C(=O)C1=C2C=NNC2=C(C=C1)F (3-amino-4-chloro-2-pyridyl)-(7-fluoro-1H-indazol-4-yl)methanone